N-(1-methylethylidene)-3-methyl(dimethoxysilyl)propanamine CC(C)=NC(CCC)[SiH](OC)OC